(6-chloro-2-cyclopropyl-5-methoxypyrimidin-4-yl)-1lambda6-thiomorpholine-1,1-dione ClC1=C(C(=NC(=N1)C1CC1)N1CCS(CC1)(=O)=O)OC